methyl (2s,4s)-5-{2-[(tert-butyldimethylsilyl)oxy]ethyl}-7-[(4-methoxyphenyl)methyl]-6,8-dioxo-5,7-diazaspiro[3.4]octane-2-carboxylate [Si](C)(C)(C(C)(C)C)OCCN1C2(CC(C2)C(=O)OC)C(N(C1=O)CC1=CC=C(C=C1)OC)=O